(R)-N-(1-(3-(difluoromethyl)-2-fluorophenyl)ethyl)-6-fluoro-2-methylpyrido[2,3-d]pyrimidin-4-amine FC(C=1C(=C(C=CC1)[C@@H](C)NC=1C2=C(N=C(N1)C)N=CC(=C2)F)F)F